NCCC[Si](C1=CC=C(C=C1)[Si](C)(C)CCCN)(C)C 1,4-bis(3-aminopropyldimethylsilyl)-benzene